[Ni].[In].[Ga] gallium-indium-nickel